ethyl 3-[1-(4-hydroxybutyl)-4-methyl-1H-benzotriazol-5-yl]-3-{3-[(1R)-1-(6-hydroxy-2,2-dioxo-2H-1,2λ6,3-benzoxathiazin-3(4H)-yl)ethyl]-4-methoxyphenyl}propanoate OCCCCN1N=NC2=C1C=CC(=C2C)C(CC(=O)OCC)C2=CC(=C(C=C2)OC)[C@@H](C)N2S(OC1=C(C2)C=C(C=C1)O)(=O)=O